Methyl 5-amino-3-cyano-1-ethyl-4-(3-hydroxy-2-methylphenyl)-1H-pyrrolo[2,3-b]pyridine-6-carboxylate NC=1C(=C2C(=NC1C(=O)OC)N(C=C2C#N)CC)C2=C(C(=CC=C2)O)C